(S)-N-(3-bromopropyl)-N-(4-chloro-3-fluorophenyl)-1-(6-methyl-4-(trifluoromethyl)pyridin-2-yl)pyrrolidine-2-carboxamide BrCCCN(C(=O)[C@H]1N(CCC1)C1=NC(=CC(=C1)C(F)(F)F)C)C1=CC(=C(C=C1)Cl)F